ClC1=C(C=CC=C1F)C=1CCN(CC1)CC=1C=C2CN(C(C2=CC1)=O)N1C(NC(CC1)=O)=O 1-(5-((4-(2-chloro-3-fluorophenyl)-3,6-dihydropyridin-1(2H)-yl)methyl)-1-oxoisoindolin-2-yl)dihydropyrimidine-2,4(1H,3H)-dione